(2-(1-isopropyl-2-methyl-1,2,5,6-tetrahydropyridin-3-yl)-thieno[2,3-b]pyridin-4-yl)benzo[d]thiazol-5-amine C(C)(C)N1C(C(=CCC1)C1=CC=2C(=NC=CC2C=2SC3=C(N2)C=C(C=C3)N)S1)C